Cobalt-Tungsten-Boron [B].[W].[Co]